(S)-2-(pyrrolidin-2-yl)acetic acid hydrochloride Cl.N1[C@@H](CCC1)CC(=O)O